(6-amino-4,5-dimethyl-3-pyridyl)-2-[(2R,5S)-5-methyl-2-phenyl-1-piperidyl]-2-oxo-acetamide NC1=C(C(=C(C=N1)NC(C(=O)N1[C@H](CC[C@@H](C1)C)C1=CC=CC=C1)=O)C)C